3-benzyloxycarbonyl-4-isopropyl-2,5-oxazolidinedione C(C1=CC=CC=C1)OC(=O)N1C(OC(C1C(C)C)=O)=O